FC=1C=C(C=CC1F)C1(CCN(CC1)C=1C=C(C(=O)N)C=C(N1)C=1C(=NN(C1)C)C)O 2-(4-(3,4-difluorophenyl)-4-hydroxypiperidin-1-yl)-6-(1,3-dimethyl-1H-pyrazol-4-yl)isonicotinamide